1H-imidazol-3-ium N1C=[NH+]C=C1